CC(COC1=C(C(=O)O)C=CC=C1)=C 2-[(2-methyl-2-propen-1-yl)oxy]benzoic acid